NC1=C2N=CN(C2=NC(=N1)F)[C@H]1C[C@@H]([C@@](O1)(C#C)CO[P@@](=O)(OC1=CC=CC=C1)N[C@@H](C)C(=O)OC(CCCCCCC)CCCCCCC)O Pentadecan-8-yl ((R)-(((2R,3S,5R)-5-(6-amino-2-fluoro-9H-purin-9-yl)-2-ethynyl-3-hydroxytetrahydrofuran-2-yl)methoxy)(phenoxy)phosphoryl)-L-alaninate